3-(4-Aminoimidazo[2,1-f][1,2,4]triazin-7-yl)-N-(5-cyanobicyclo[3.1.1]heptan-1-yl)-4-methylbenzenesulfonamide Trifluoroacetate FC(C(=O)O)(F)F.NC1=NC=NN2C1=NC=C2C=2C=C(C=CC2C)S(=O)(=O)NC21CCCC(C2)(C1)C#N